ClC=1C=C(C(=O)O)C=CC1NC(C(C1=CC=CC=C1)NC(C=CC1=C(C(=CC=C1N1N=CN=N1)Cl)F)=O)=O 3-chloro-4-(2-(3-(3-chloro-2-fluoro-6-(2H-tetrazol-2-yl)phenyl)acrylamido)-2-phenylacetylamino)benzoic acid